N1=CN=C(C2=C1CNCC2)C#N 5,6,7,8-tetrahydropyrido[3,4-d]pyrimidine-4-carbonitrile